tributyl-benzyl alcohol C(CCC)C1=C(C(CCCC)(CCCC)O)C=CC=C1